BrC1=C(C=C(C=C1OC)[C@@H]1NCC[C@H](C1)F)OC trans-2-(4-bromo-3,5-dimethoxyphenyl)-4-fluoropiperidine